C(C1=CC=CC=C1)OCCN[C@H](C)C1=CC(=C(C(=C1)OC)C(C)=O)OC 1-{4-[(1R)-1-{[2-(benzyloxy)ethyl]amino}ethyl]-2,6-dimethoxyphenyl}ethan-1-one